O=C1NC(CCC1N1C(C2=CC=C(C=C2C1=O)SCCCCCCN1CCN(CC1)C1=CC=C(C(=O)N2CCC(CC2)CCCCNC(\C=C\C=2C=NC=CC2)=O)C=C1)=O)=O (E)-N-(4-(1-(4-(4-(6-((2-(2,6-dioxopiperidin-3-yl)-1,3-dioxoisoindolin-5-yl)thio)hexyl)piperazin-1-yl)benzoyl)piperidin-4-yl)butyl)-3-(pyridin-3-yl)acrylamide